11R-heptadecene-4,6-diyn-1,10,11-triol C(CCC#CC#CCC[C@H](C(=CCCCCC)O)O)O